C(=O)(C=C)N1C(CCC1)=O acryl-pyrrolidone